4-hydroxyethyl-piperazineethanesulfonic acid, magnesium salt [Mg+2].OCCN1CCN(CC1)CCS(=O)(=O)[O-].OCCN1CCN(CC1)CCS(=O)(=O)[O-]